C(C(C)C)C(C=C(C(=O)OCC(C)C)C(=O)OCC(C)C)C(C)C diisobutyl (2-isobutyl-3-methylbutylidene)malonate